6-chloro-2-((R)-3-methylmorpholine-4-carbonyl)-1,2,3,4-tetrahydroisoquinoline ClC=1C=C2CCN(CC2=CC1)C(=O)N1[C@@H](COCC1)C